(S)-3-Methyl-N-(1-methyl-6-((5-(trifluoromethyl)pyridin-2-yl)oxy)-1H-benzo-[d]imidazol-4-yl)-2-oxoimidazolidine-4-carboxamide CN1C(NC[C@H]1C(=O)NC1=CC(=CC=2N(C=NC21)C)OC2=NC=C(C=C2)C(F)(F)F)=O